(E)-4-bromo-N-(4-((3-chloro-2-fluorophenyl)amino)-7-(((1r,5s)-3-methyl-3-azabicyclo[3.1.0]hexane-1-yl)ethynyl)quinazolin-6-yl)but-2-enamide BrC/C=C/C(=O)NC=1C=C2C(=NC=NC2=CC1C#C[C@@]12CN(C[C@H]2C1)C)NC1=C(C(=CC=C1)Cl)F